5-bromo-N,N-dimethylpyrimidin-2-amine CN(C)C1=NC=C(C=N1)Br